BrC=1N=C2C(=C(C(N(C2=CC1)C)=O)C#N)N1C[C@H]([C@@H](CC1)OC1=CC=C(C=C1)C(C)(C)CC)C |r| (+/-)-6-bromo-1-methyl-4-(trans-3-methyl-4-(4-(tert-pentyl)phenoxy)piperidin-1-yl)-2-oxo-1,2-dihydro-1,5-naphthyridine-3-carbonitrile